1,2-diethyl-3-methylimidazolinium C(C)[NH+]1C(N(CC1)C)CC